(R)-N-(2-((R)-cyclopropanecarboxamido(4-isopropylphenyl)methyl)phenyl)azetidine-2-carboxamide C1(CC1)C(=O)N[C@@H](C1=C(C=CC=C1)NC(=O)[C@@H]1NCC1)C1=CC=C(C=C1)C(C)C